FC=1C=C2C(=NC(=NC2=C(C1)F)OC[C@]12CCCN2C[C@@H](C1)F)N1CCOCC(C1)(C)O 6,8-difluoro-2-(((2R,7aS)-2-Fluorotetrahydro-1H-pyrrolizin-7a(5H)-yl)methoxy)-4-(6-hydroxy-6-methyl-1,4-oxazepan-4-yl)quinazoline